2-(4-Cyclopropyl-6-methoxypyrimidin-5-yl)-N-(4-(pyridin-2-yl)benzyl)furo[3,2-d]pyrimidin-4-amine C1(CC1)C1=NC=NC(=C1C=1N=C(C2=C(N1)C=CO2)NCC2=CC=C(C=C2)C2=NC=CC=C2)OC